C1(CC1)[C@@]1(C(NC(N1)=O)=O)CC(C(N1CC2=CC=C(C=C2C1)C(F)(F)F)=O)C (5R)-5-cyclopropyl-5-(2-methyl-3-oxo-3-(5-(trifluoromethyl)isoindolin-2-yl)propyl)imidazolidine-2,4-dione